3-(3-chlorophenyl)-4-cyclopropyl-N-(2-(trifluoromethyl)pyridin-4-yl)isothiazole-5-carboxamide ClC=1C=C(C=CC1)C1=NSC(=C1C1CC1)C(=O)NC1=CC(=NC=C1)C(F)(F)F